COC1=C(CNC(=O)C2=CC=3N=C(N=C(C3O2)N2CCOCC2)NC2=CC(=NN2S(N(C)C)(=O)=O)C2=CC=CC=C2)C=CC(=C1)OC N-(2,4-dimethoxybenzyl)-2-((1-(N,N-dimethylsulfamoyl)-3-phenyl-1H-pyrazol-5-yl)amino)-4-morpholinofuro[3,2-d]pyrimidine-6-carboxamide